1-(3-(5-bromothiophene-2-carboxamido)cyclohexyl)-N-methyl-2-(2-(methylthio)phenyl)-1H-benzo[d]imidazole-5-carboxamide BrC1=CC=C(S1)C(=O)NC1CC(CCC1)N1C(=NC2=C1C=CC(=C2)C(=O)NC)C2=C(C=CC=C2)SC